N-(furan-2-ylmethyl)imidazo[1,2-a]pyridin-5-amine O1C(=CC=C1)CNC1=CC=CC=2N1C=CN2